C(C)(C)(C)OC(=O)N1CC(C1)CNC[C@@H]([C@H]([C@@H]([C@@H](CO)O)O)O)O 3-((((2s,3r,4r,5r)-2,3,4,5,6-pentahydroxyhexyl)amino)methyl)azetidine-1-carboxylic acid tert-butyl ester